C(C(=C)C)(=O)OCC1=CC(=CC=C1)OC1=CC=CC=C1 m-phenoxybenzyl methacrylate